13-heptacosene CCCCCCCCCCCCC=CCCCCCCCCCCCCC